[Re](=[Se])=[Se] rhenium diselenide